(1S,2S)-N-(8-Amino-6-(1-methyl-1H-pyrazol-4-yl)cinnolin-3-yl)-2-cyanocyclopropanecarboxamide NC=1C=C(C=C2C=C(N=NC12)NC(=O)[C@@H]1[C@H](C1)C#N)C=1C=NN(C1)C